P(=O)([O-])([O-])[O-].P(=O)(O)(O)O.[Fe+2].[Na+] sodium iron phosphate monophosphate